4-methyl-benzene CC1=CC=CC=C1